[V].[Nb] columbium-vanadium